5',6'-bis(4-(9H-carbazol-9-yl)phenyl)-4-(9H-carbazol-9-yl)-4''-(3-methyl-9H-carbazol-9-yl)-4'-(pyridin-4-yl)-[1,1':2',1''-terphenyl]-3'-carbonitrile C1=CC=CC=2C3=CC=CC=C3N(C12)C1=CC=C(C=C1)C=1C(=C(C(=C(C1C1=CC=C(C=C1)N1C2=CC=CC=C2C=2C=CC=CC12)C1=CC=C(C=C1)N1C2=CC=CC=C2C=2C=CC=CC12)C1=CC=C(C=C1)N1C2=CC=CC=C2C=2C=C(C=CC12)C)C#N)C1=CC=NC=C1